CC1C(OC2C1CCC(C2)C)=O 3,6-dimethyl-hexahydro-2(3H)-benzofuranone